N[C@H](CC1=C(C=2N=C(N=C(C2S1)NCC=1OC(=CC1)C)Cl)C)C 6-[(2S)-2-aminopropyl]-2-chloro-7-methyl-N-[(5-methylfuran-2-yl)methyl]thieno[3,2-d]pyrimidin-4-amine